(E)-2-([1,1'-biphenyl]-4-yl)hex-3-enedioic acid C1(=CC=C(C=C1)C(C(=O)O)\C=C\CC(=O)O)C1=CC=CC=C1